(1R)-1-[(3S,5S)-5-(hydroxymethyl)-1-trityl-3-piperidyl]-5-iodo-pyrimidine-2,4-dione OC[C@H]1C[C@@H](CN(C1)C(C1=CC=CC=C1)(C1=CC=CC=C1)C1=CC=CC=C1)N1C(NC(C(=C1)I)=O)=O